3-methyl-2-(3-((3aS,7aR)-6-methyloctahydro-1H-pyrrolo[2,3-c]pyridin-1-yl)-1,2,4-triazin-6-yl)-5-(trifluoromethyl)phenol CC=1C(=C(C=C(C1)C(F)(F)F)O)C1=CN=C(N=N1)N1CC[C@H]2[C@@H]1CN(CC2)C